ClC1=CC=C(CN2C[C@@H](CC2)C(=O)N[C@@H]([C@H](O)C2=CC3=C(OCCO3)C=C2)CN2CCCC2)C=C1 (R)-1-(4-chlorobenzyl)-N-((1R,2R)-1-(2,3-dihydrobenzo[b][1,4]dioxin-6-yl)-1-hydroxy-3-(pyrrolidin-1-yl)propan-2-yl)pyrrolidine-3-carboxamide